(1s,3s)-3-(((3-bromo-5-(pyridin-3-yloxy)pyrazolo[1,5-a]pyrimidin-7-yl)(4-methoxybenzyl)amino)methyl)-1-methylcyclobutanol BrC=1C=NN2C1N=C(C=C2N(CC2=CC=C(C=C2)OC)CC2CC(C2)(O)C)OC=2C=NC=CC2